C[C@@H]1C[C@@H](C=C([C@]12CC[C@H](C2)C(=C)C)C)O The molecule is a spiro compound that is spiro[4.5]dec-6-ene which is substituted at positions 2, 6, 8, and 10 by isopropenyl, methyl, hydroxy, and methyl groups, respectively (the (2R,5S,8S,10R)-diastereoisomer). It is a sesquiterpenoid, a secondary alcohol and a spiro compound.